N-(phenylpyrazolyl)benzamide C1(=CC=CC=C1)C=1C(=NNC1)NC(C1=CC=CC=C1)=O